CC1(N(C(OC1)=O)C1=NC(=C(C(=O)O)C=C1)N1CCC2(CCC2)CC1)C 6-(4,4-dimethyl-2-oxooxazolidin-3-yl)-2-(7-azaspiro[3.5]nonan-7-yl)nicotinic acid